C1(CC1)C=1N=C2N(N=CC(=C2)OC)C1 cyclopropyl-7-methoxyimidazo[1,2-b]pyridazine